C(C)C=1C=C(C2=C(OCCO2)C1)N1CCNCC1 7-Ethyl-5-(piperazin-1-yl)-2,3-dihydro-1,4-benzodioxine